C(C)(C)(C)[S@@](=O)N[C@H](C)C=1C=C(C=CC1)C(C(=O)OC(C)C)(C)C |&1:7| isopropyl 2-(3-((R/S)-1-(((R)-tert-butylsulfinyl) amino) ethyl) phenyl)-2-methylpropanoate